4-(2-(4-(2-(5-(8-methoxy-[1,2,4]triazolo[1,5-a]pyridin-6-yl)-4-(2,2,2-trifluoroethyl)-1H-pyrazol-3-yl)thiazol-5-yl)piperidin-1-yl)-2-oxoethyl)piperazin-2-one COC=1C=2N(C=C(C1)C1=C(C(=NN1)C=1SC(=CN1)C1CCN(CC1)C(CN1CC(NCC1)=O)=O)CC(F)(F)F)N=CN2